N-(1-methyl-1H-pyrazol-5-yl)-N-(thiophen-2-ylmethyl)-2-(p-tolyloxy)acetamide CN1N=CC=C1N(C(COC1=CC=C(C=C1)C)=O)CC=1SC=CC1